4-(((3R,4S)-4-((4-chloro-phenyl)sulfonyl)-3-hydroxy-3-(hydroxymethyl)pyrrolidin-1-yl)sulfonyl)-3-methoxybenzonitrile ClC1=CC=C(C=C1)S(=O)(=O)[C@@H]1[C@@](CN(C1)S(=O)(=O)C1=C(C=C(C#N)C=C1)OC)(CO)O